CS(=O)(=O)OC1=C(C=CC(=C1)Cl)C1OCCC1.[Na] sodium (5-chloro-2-(tetrahydrofuran-2-yl) phenyl) methanesulfonate